COC=1C=C(C=CC1)NC1=CC(C1=O)=O 4-((3-methoxyphenyl)amino)cyclobut-3-ene-1,2-dione